C1(=CC(=CC=C1)N1C2=CC=CC=C2C=2C=C(C=CC12)C=1C=CC=2N(C3=CC=CC=C3C2C1)C=1C=C(C=CC1)C1=CC=CC=C1)C1=CC=CC=C1 bis(1,1'-biphenyl-3-yl)-3,3'-bi-9H-carbazole